FC(C=1C(=C(C=CC1F)[C@@H]1[C@H](O[C@]([C@@H]1C)(C(F)(F)F)C)C(=O)NC1=CC(=NC=C1)C(=O)N)OC)F (2S,3R,4R,5R)-4-[[3-[3-(Difluoromethyl)-4-fluoro-2-methoxy-phenyl]-4,5-dimethyl-5-(trifluoromethyl)tetrahydrofuran-2-carbonyl]amino]pyridin-2-carboxamid